FC(C=1C=C(C=C(C1)C(F)(F)F)[B-](C1=CC(=CC(=C1)C(F)(F)F)C(F)(F)F)(C1=CC(=CC(=C1)C(F)(F)F)C(F)(F)F)C1=CC(=CC(=C1)C(F)(F)F)C(F)(F)F)(F)F.C(CC)[NH+](CCC)CCC tripropylammonium tetrakis(3,5-bis(trifluoromethyl)phenyl)borate